C(C)(=O)OC1O[C@@H](C[C@H]1OC(C)=O)[C@H](CC)OC(C)=O (3R,5S)-5-((S)-1-Acetoxypropyl)tetrahydrofuran-2,3-diyl diacetate